3-methyl-1,1-diphenylpentane CC(CC(C1=CC=CC=C1)C1=CC=CC=C1)CC